1,3-bis(trifluoroethoxy)-2-propanol difluorophosphate P(=O)(F)(F)OC(COCC(F)(F)F)COCC(F)(F)F